tetrapentyl-ammonium iodide [I-].C(CCCC)[N+](CCCCC)(CCCCC)CCCCC